C1(CC1)N1C(C=2N(CC1)C1=C(C2C2=CC(=C(C#N)C=C2)[18F])N=CC=C1)=O 4-(8-Cyclopropyl-9-oxo-6,7,8,9-tetrahydropyrido[2',3':4,5]pyrrolo[1,2-a]pyrazin-10-yl)-2-(18F)fluorobenzonitrile